6-[7,7-difluoro-2-[(2S,3R)-3-hydroxy-2-methyl-azetidin-1-yl]-5,6-dihydrocyclopenta[d]pyrimidin-4-yl]-3'-propyl-spiro[2H-benzofuran-3,5'-imidazolidine]-2',4'-dione FC1(CCC2=C1N=C(N=C2C2=CC1=C(C=C2)C2(C(N(C(N2)=O)CCC)=O)CO1)N1[C@H]([C@@H](C1)O)C)F